C(C)C1=CC(=NO1)NC(=O)NC1=CC=C(C=C1)C1=CN=C(S1)NC1=NC(=NC(=C1)N1CCN(CC1)CCO)C 1-(5-Ethylisoxazol-3-yl)-3-(4-(2-((6-(4-(2-hydroxyethyl)piperazin-1-yl)-2-methylpyrimidin-4-yl)amino)thiazol-5-yl)phenyl)urea